Cl.NCC1C(CC1)CN 1,2-diaminomethyl-cyclobutane hydrochloride